tungsten dioxyfluoride O(OF)F.[W]